C1(=CC=CC=C1)NC1C(C=CCC1)=O 3-(N-phenylamino)cyclohexen-2-one